ClC1=CC=C2C(=N1)N(C=C2C=2C(=NC=C(C2OC)F)OCC)COCC[Si](C)(C)C 3-(6-chloro-1-[[2-(trimethylsilyl)ethoxy]methyl]pyrrolo[2,3-b]pyridin-3-yl)-2-ethoxy-5-fluoro-4-methoxypyridine